OCC=1OC(C2=CC=CC=C2C1)=O 3-(hydroxymethyl)-1H-isochromen-1-one